CNC1(COC1)C N,3-dimethyloxetan-3-amine